4-((benzyloxy)methyl)-6-bromo-2-cyclopropyl-1,2,4-triazine-3,5(2H,4H)-dione C(C1=CC=CC=C1)OCN1C(N(N=C(C1=O)Br)C1CC1)=O